Tert-butyl N-[[3-[4-[(1,3-dimethyl-4-piperidyl)amino]-1-(2,2,2-trifluoroethyl)indol-2-yl]-1,2,4-oxadiazol-5-yl]methyl]carbamate CN1CC(C(CC1)NC1=C2C=C(N(C2=CC=C1)CC(F)(F)F)C1=NOC(=N1)CNC(OC(C)(C)C)=O)C